Butyryl-Coenzyme A C(CCC)(=O)SCCNC(CCNC([C@@H](C(COP(OP(OC[C@@H]1[C@H]([C@H]([C@@H](O1)N1C=NC=2C(N)=NC=NC12)O)OP(=O)(O)O)(=O)O)(=O)O)(C)C)O)=O)=O